FC1=C(OC2=C[C@]3(C(CN(C3)C[C@@H](O)C=3C=C4CCC(NC4=CC3)=O)=C2)O)C=CC=C1 6-((S)-2-((3aR,5R,6aS)-5-(2-fluorophenoxy)-3a-hydroxycyclopenta[c]pyrrol-2(1H)-yl)-1-hydroxyethyl)-3,4-dihydroquinolin-2(1H)-one